OCC1CCC(N(C1)CC(=O)NC=1C=C(C(=NC1)C)NC(=O)C=1N=NN2C1C=CC(=C2)C=2C=NN(C2)C)C N-[5-[[2-[5-(hydroxymethyl)-2-methyl-1-piperidyl]acetyl]amino]-2-methyl-3-pyridyl]-6-(1-methylpyrazol-4-yl)triazolo[1,5-a]pyridine-3-carboxamide